tert-butyl (R)-(1-(7-(4-cyanophenyl)-6-(p-tolyl)pyrrolo[1,2-a]pyrazin-1-yl)piperidin-3-yl)carbamate C(#N)C1=CC=C(C=C1)C=1C=C2N(C=CN=C2N2C[C@@H](CCC2)NC(OC(C)(C)C)=O)C1C1=CC=C(C=C1)C